ClC=1C=C(C=CC1)N1C(=NC2=CC=C(C=C2C1=O)[N+](=O)[O-])C1NCCC1 3-(3-chlorophenyl)-6-nitro-2-(pyrrolidin-2-yl)quinazolin-4(3H)-one